3,3-difluorocyclobutyl (4-cyclobutyl-3-(2-hydroxypropan-2-yl)-1-methyl-1H-pyrazol-5-yl)carbamate C1(CCC1)C=1C(=NN(C1NC(OC1CC(C1)(F)F)=O)C)C(C)(C)O